2,6,8-trimethylnonan-4-yl-acrylate CC(C)CC(CC(CC(C)C)C)OC(C=C)=O